Cl.FC(C1=NN=C2N1CCC1(C2)CCNCC1)(F)F 3'-(trifluoromethyl)-5',6'-dihydro-8'H-spiro[piperidine-4,7'-[1,2,4]Triazolo[4,3-a]pyridine] hydrochloride